(S)-2-((S)-4-methyl-2-((S)-2-(2-morpholinoacetamido)-4-phenylbutyrylamino)pentanoylamino)-3-phenylpropionic acid CC(C[C@@H](C(=O)N[C@H](C(=O)O)CC1=CC=CC=C1)NC([C@H](CCC1=CC=CC=C1)NC(CN1CCOCC1)=O)=O)C